C(#N)C(=C1C=C(NC(=C1)C)C)C#N 4-Dicyanomethylen-2,6-dimethyl-1,4-dihydropyridin